C1(CC1)OC1=C(C=C(C(=C1)F)F)C1=C2C=CC=NC2=C(C=C1)C[C@@H](C(=O)O)NC(C1=C(C=CC=C1F)F)=O (S)-3-(5-(2-cyclopropyloxy-4,5-difluorophenyl)quinolin-8-yl)-2-(2,6-difluorobenzoylamino)propionic acid